6-hydroxy-2-(p-hydroxyphenyl)-benzo(b)thien-3-yl[2-(1-pyrrolidinyl)-ethoxyphenyl]ketone OC=1C=CC2=C(SC(=C2C=2C(=C(C=CC2)C(=O)C2=C(C(=CC=C2)C=2C3=C(SC2C2=CC=C(C=C2)O)C=C(C=C3)O)OCCN3CCCC3)OCCN3CCCC3)C3=CC=C(C=C3)O)C1